COC1=NN(C=C1C1=CC=CC=C1)C1=NC=2N(C(=C1)N1CCOCC1)N=CC2 5-(3-methoxy-4-phenyl-1H-pyrazol-1-yl)-7-morpholinopyrazolo[1,5-a]pyrimidin